(S)-2-(2,2-difluoro-2-(pyridin-2-yl)acetamido)-4-((2-phenoxyethyl)(4-(5,6,7,8-tetrahydro-1,8-naphthyridin-2-yl)butyl)amino)butanoic acid FC(C(=O)N[C@H](C(=O)O)CCN(CCCCC1=NC=2NCCCC2C=C1)CCOC1=CC=CC=C1)(C1=NC=CC=C1)F